C(C)(C)C1=C(NC2=CC=C(C=C12)C1CCN(CC1)C1COC1)C=1C=C(C=2N(C1)C=NN2)OC 6-(3-isopropyl-5-(1-(oxetan-3-yl)piperidin-4-yl)-1H-indol-2-yl)-8-methoxy-[1,2,4]triazolo[4,3-a]pyridine